BrC=1C(=NN(C1C)C(=O)OC(C)(C)C)C tert-butyl 4-bromo-3,5-dimethyl-pyrazole-1-carboxylate